FC=1C(=NC(=NC1)N1CCN(CC1)C(=O)N1N=CCC1C=1C=NC=C(C1)F)C1=NC(=NN1C)C#N 5-(5-fluoro-2-(4-(5-(5-fluoropyridin-3-yl)-4,5-dihydro-1H-pyrazole-1-carbonyl)piperazin-1-yl)pyrimidin-4-yl)-1-methyl-1H-1,2,4-triazole-3-carbonitrile